4-chloro-2-methoxy-phenylboronic acid ClC1=CC(=C(C=C1)B(O)O)OC